(2,4-dichlorobenzoyl)-2-oxo-spiro[indoline-3,4'-piperidine]-5-carboxylic acid ClC1=C(C(=O)N2CCC3(CC2)C(NC2=CC=C(C=C23)C(=O)O)=O)C=CC(=C1)Cl